tert-butyl (S)-4-(4-(2-ethoxy-2-oxoethyl)phenyl)-2,2-dimethyloxazolidine-3-carboxylate C(C)OC(CC1=CC=C(C=C1)[C@@H]1N(C(OC1)(C)C)C(=O)OC(C)(C)C)=O